ClC=1C=C2C3=C(NC2=CC1)[C@@H](N(CC3)C3=NC(=NC(=N3)C)C)CC3COCOC3 (1S)-6-chloro-2-(4,6-dimethyl-1,3,5-triazin-2-yl)-1-[(1,3-dioxan-5-yl)methyl]-2,3,4,9-tetrahydro-1H-pyrido[3,4-b]indole